1-bromo-3-(4-methoxybenzyl)benzene methyl-3-(3-chloro-5,6-dimethylpyrazine-2-carbonyl)-bicyclo[1.1.1]pentane-1-carboxylate COC(=O)C12CC(C1)(C2)C(=O)C2=NC(=C(N=C2Cl)C)C.BrC2=CC(=CC=C2)CC2=CC=C(C=C2)OC